N1(CCC1)C(=O)[C@@H]1CN(CC[C@H]1NC(=O)C1=NOC(=C1)C1=C(C=C(C=C1F)F)F)C1CCCC1 5-(2,4,6-trifluoro-phenyl)-isoxazole-3-carboxylic acid [(3R,4R)-3-(azetidine-1-carbonyl)-1-cyclopentyl-piperidin-4-yl]-amide